ClC1=C2CCN([C@@H](C2=C(C=C1)OCC=1N=NN(C1C(F)F)C)CN1C(CCC1)=O)C(=O)C1CCC(C1)(F)F 2-((S)-5-Chloro-8-((5-(difluoromethyl)-1-methyl-1H-1,2,3-triazol-4-yl)methoxy)-1-((2-oxopyrrolidin-1-yl)methyl)-1,2,3,4-tetrahydroisochinolin-2-carbonyl)-4,4-difluorocyclopentan